tert-butyl N-(2-bromo-5,6-dihydro-4H-cyclopenta[d]thiazol-6-yl)carbamate BrC=1SC2=C(N1)CCC2NC(OC(C)(C)C)=O